F[C@@H]1[C@H](CNC1)NC(C([2H])([2H])[2H])C([2H])([2H])[2H] (3S,4S)-4-Fluoro-N-(propan-2-yl-1,1,1,3,3,3-d6)pyrrolidin-3-amine